C(C1CO1)OCC α-ethyl glycidyl ether